[1,1'-biphenyl]-2-carbonitrile C=1(C(=CC=CC1)C#N)C1=CC=CC=C1